5-(8-cyclopropyl-2-methyl-[1,2,4]triazolo[1,5-a]pyrazin-6-yl)-2-{3-[(3r,5s)-3,5-dimethylpiperazin-1-yl]-1,2,4-triazin-6-yl}phenol C1(CC1)C=1C=2N(C=C(N1)C=1C=CC(=C(C1)O)C1=CN=C(N=N1)N1C[C@H](N[C@H](C1)C)C)N=C(N2)C